CN(C(=O)C1=CC=C(OP(=O)(OC2=CC=C(C=C2)[N+](=O)[O-])N[C@@H](C)C(=O)OC(C)C)C=C1)C Isopropyl ((4-(dimethylcarbamoyl)phenoxy)(4-nitrophenoxy)phosphoryl)-L-alaninate